Sodium 2,3-bis((((benzyloxy)carbonyl)-L-valyl)oxy)propyl ((R)-2,3-bis(tetradecanoyloxy) propyl) phosphate P(=O)(OCC(COC([C@@H](NC(=O)OCC1=CC=CC=C1)C(C)C)=O)OC([C@@H](NC(=O)OCC1=CC=CC=C1)C(C)C)=O)(OC[C@@H](COC(CCCCCCCCCCCCC)=O)OC(CCCCCCCCCCCCC)=O)[O-].[Na+]